N1(CCC1)CC1(CC1)NC(C(C)(C)N1C=CC2=CC=CC(=C12)Cl)=O N-(1-(azetidin-1-ylmethyl)cyclopropyl)-2-(7-chloro-1H-indol-1-yl)-2-methylpropanamide